S(=O)(=O)(O)C1=CC=CC=C1.[C@H]1(OCCN2N=C3C=CC=CC3=C21)CNC (S)-1-(3,4-dihydro-1H-[1,4]oxazino[4,3-b]indazol-1-yl)-N-methylmethanamine besylate